3-QUINOLINECARBOXALDEHYDE N1=CC(=CC2=CC=CC=C12)C=O